dithienopyrazine S1C=CC=2C1=NC1=C(N2)SC=C1